ClC=1C=C(C(=NC1)NC1C(CN(CC1)C(=O)OC(C)(C)C)(C)C)[N+](=O)[O-] tert-butyl 4-((5-chloro-3-nitropyridin-2-yl)amino)-3,3-dimethylpiperidine-1-carboxylate